[Br-].BrC=1C=C(C=CC1)N1C=[N+](C=C1)C1=CC=CC=C1 1-(3-bromophenyl)-3-phenyl-1H-imidazol-3-ium bromide